ClC=1C(=NC(=C(N1)C)C)C(C#N)C#N 2-(3-chloro-5,6-dimethyl-pyrazin-2-yl)propanedinitrile